O=C1NC(CCC1N1C(C2=CC=CC(=C2C1=O)NC=1C(=CC2=C(C(=NO2)C)C1)C1=CC(=NC=C1)C)=O)=O 2-(2,6-dioxo-3-piperidinyl)-4-[[3-methyl-6-(2-methyl-4-pyridinyl)-1,2-benzoxazol-5-yl]amino]isoindoline-1,3-dione